(1s,4s)-4-(8-(2-chloro-6-fluorophenylamino)-2-(tetrahydro-2H-pyran-4-ylamino)-9H-purin-9-yl)cyclohexanecarboxamide ClC1=C(C(=CC=C1)F)NC=1N(C2=NC(=NC=C2N1)NC1CCOCC1)C1CCC(CC1)C(=O)N